3-[3-Methyl-4-[3-(3-oxa-7,9-diazabicyclo[3.3.1]nonan-9-yl)prop-1-ynyl]-2-oxo-benzimidazol-1-yl]piperidine-2,6-dione CN1C(N(C2=C1C(=CC=C2)C#CCN2C1COCC2CNC1)C1C(NC(CC1)=O)=O)=O